CC=1C(=NOC1)C1=NC2=C(N1CC=1C=NC=CC1)C=CC=C2 4-methyl-3-[1-(pyridin-3-ylmethyl)benzoimidazol-2-yl]isoxazole